4-allyl-6-bromocatechol diacetate C(C)(=O)OC=1C(OC(C)=O)=CC(=CC1Br)CC=C